C(C)(N[C@@H]1[C@@H](N(CC1)C(=O)OCC1=CC=CC=C1)CO[C@@H]1CC[C@@H](CC1)C1=CC=CC=C1)=N benzyl (2R,3S)-3-acetimidamido-2-((((CIS)-4-phenylcyclohexyl)oxy)-methyl)pyrrolidine-1-carboxylate